N1=CC=CC2=CC(=CC=C12)CC(=O)N1CCC(CC1)N1C(NC2=C1C(=CC=C2)C(F)(F)F)=O 1-(1-(2-(quinolin-6-yl)acetyl)piperidin-4-yl)-7-(trifluoromethyl)-1,3-dihydro-2H-benzo[d]imidazol-2-one